OC1=CC=C(C=C1)C(\C=C\C1=CC=C(C=C1)N=O)=O (E)-1-(4-Hydroxyphenyl)-3-(4-nitrosophenyl)prop-2-en-1-one